FC=1C=C(C=CC1F)[C@H]1[C@@H](CN(C1)CCOC)NC(=O)NC1=C(C(=NN1C)C1=CC=CC=C1)F 1-((3S,4R)-4-(3,4-difluorophenyl)-1-(2-methoxyethyl)pyrrolidin-3-yl)-3-(4-fluoro-1-methyl-3-phenyl-1H-pyrazole-5-yl)urea